C(#N)C=1C(=C(C(=O)NC=2C=C3C(=NNC3=CC2)C=2C=NN(C2)C(F)F)C=CC1)F 3-cyano-N-(3-(1-(difluoromethyl)-1H-pyrazol-4-yl)-1H-indazol-5-yl)-2-fluorobenzamide